FC1=C(C=CC=C1CC=1C(OC2=CC(=CC=C2C1C)OC1=NC=CC=C1F)=O)NS(=O)(=O)C1(CC1)C N-[2-fluoro-3-[[7-[(3-fluoro-2-pyridinyl)oxy]-4-methyl-2-oxo-chromen-3-yl]methyl]phenyl]-1-methyl-cyclopropanesulfonamide